methyl (S)-2-isothiocyanoaminopropionate N(=C=S)N[C@H](C(=O)OC)C